(2S,4R)-4-fluoro-2-methylpyrrolidin F[C@@H]1C[C@@H](NC1)C